COC1(NC=CC(=N1)OC)CCCCCCCCCCCCO 2,4-dimethoxypyrimidinelaurylalcohol